(6-fluoro-2,4-dimercapto-9H-pyrimido[4,5-b]indol-8-yl)(methyl)carbamic acid tert-butyl ester C(C)(C)(C)OC(N(C)C=1C=C(C=C2C3=C(NC12)N=C(N=C3S)S)F)=O